Methyl 4-((tert-butoxycarbonyl)amino)-1-methyl-1H-pyrazole-3-carboxylate C(C)(C)(C)OC(=O)NC=1C(=NN(C1)C)C(=O)OC